C(C)N1N=C2N=C(C=NC2=C1)N[C@@H](C)C=1C=C(C=CC1C)NC(CC=1C=NC(=C(C1)F)C)=O (S)-N-(3-(1-((2-ethyl-2H-pyrazolo[3,4-b]pyrazin-6-yl)amino)ethyl)-4-methylphenyl)-2-(5-fluoro-6-methylpyridin-3-yl)acetamide